furan-2-carbonitrile O1C(=CC=C1)C#N